6-(2,2-difluorocyclopropyl)-5-fluoro-N-[(5-fluoro-4-methylpyridin-3-yl)methyl]pyridine-3-carboxamide FC1(C(C1)C1=C(C=C(C=N1)C(=O)NCC=1C=NC=C(C1C)F)F)F